N-(4-(4-amino-7-((1r,4r)-4-aminocyclohexyl)-1-isopropyl-1H-pyrazolo[4,3-c]pyridin-3-yl)-2-fluorophenyl)-2-fluorobenzene-sulfonamide NC1=NC=C(C2=C1C(=NN2C(C)C)C2=CC(=C(C=C2)NS(=O)(=O)C2=C(C=CC=C2)F)F)C2CCC(CC2)N